ClC=1C=NC(=C2C(C=C(N(C12)C1=C(C=C(C=C1Cl)F)Cl)CO)=O)OCC(CO)O 8-chloro-1-(2,6-dichloro-4-fluorophenyl)-5-(2,3-dihydroxypropoxy)-2-(hydroxymethyl)-1,6-naphthyridin-4(1H)-one